1-(1-bromoethyl)-3-(2,2,2-trifluoroethoxy)benzene BrC(C)C1=CC(=CC=C1)OCC(F)(F)F